ethyl 4-(4-((1-benzyl-1H-benzo[d]imidazol-2-yl) methyl) piperazin-1-yl)-4-oxobutyrate C(C1=CC=CC=C1)N1C(=NC2=C1C=CC=C2)CN2CCN(CC2)C(CCC(=O)OCC)=O